Cl.Cl.OC(COC=1C=CC=2N(C1)N=CC2C#N)(C)C 6-(2-hydroxy-2-methyl-propoxy)pyrazolo[1,5-a]pyridine-3-carbonitrile dihydrochloride